FC1(CCC(CC1)C(=O)N[C@@H](CCN1C2CC(CC1CC2)N2C(=NN=C2C)C(C)C)C2=CC=CC=C2)F 4,4-difluoro-N-{(1S)-3-[3-(3-isopropyl-5-methyl-4H-1,2,4-triazol-4-yl)-8-azabicyclo[3.2.1]oct-8-yl]-1-phenylpropyl}cyclohexanecarboxamide